(E)-1-(6-methoxy-2,4-bis(methoxymethoxy)-3-(5-methyl-2-(prop-1-en-2-yl)hex-4-en-1-yl)phenyl)-3-(2-(methoxymethoxy)phenyl)prop-2-en-1-one COC1=CC(=C(C(=C1C(\C=C\C1=C(C=CC=C1)OCOC)=O)OCOC)CC(CC=C(C)C)C(=C)C)OCOC